10,10-dibutyloxy-3-decanol C(CCC)OC(CCCCCCC(CC)O)OCCCC